1,1,1,2,2-pentafluoro-2-(1,1,2,2-tetrafluoro-2-iodoethoxy)ethane FC(C(OC(C(I)(F)F)(F)F)(F)F)(F)F